diethyl 2-(3-(5,6,7,8-tetrahydro-1,8-naphthyridin-2-yl) propyl)malonate N1=C(C=CC=2CCCNC12)CCCC(C(=O)OCC)C(=O)OCC